BrC1=CC2=C(N=C(O2)N[C@@H]2CN(CC2)C(=O)OC(C)(C)C)C=C1 Tert-butyl (S)-3-((6-bromobenzo[d]oxazol-2-yl)amino)pyrrolidine-1-carboxylate